6-(4-hydroxy-3,5-dimethylphenyl)-5-methyl-4,5-dihydro-2H-pyridazin-3-one OC1=C(C=C(C=C1C)C=1C(CC(NN1)=O)C)C